C(\C=C\C(=O)O)(=O)O.NC(CO)(CO)CCC=1N=NN(C1)CCCCCCCCCC.NC(CO)(CO)CCC=1N=NN(C1)CCCCCCCCCC 2-AMINO-2-(2-(1-DECYL-1H-1,2,3-TRIAZOL-4-YL)ETHYL)PROPANE-1,3-DIOL HEMIFUMARATE